C(#N)C1=C(N=C(N1C=1C=C(C(=O)OC)C=CC1[N+](=O)[O-])C)C methyl 3-(5-cyano-2,4-dimethyl-imidazol-1-yl)-4-nitro-benzoate